4-(3-fluoro-4-(2-methylpyrrolidin-1-yl)phenyl)-5-methyloxazol-2-amine FC=1C=C(C=CC1N1C(CCC1)C)C=1N=C(OC1C)N